C(C)(C)(C)OC(=O)N1CC2=CC(=CC=C2CC1)N1C(NC2=C1C=CC=C2)=O 7-(2-oxo-2,3-dihydro-1H-benzo[d]imidazol-1-yl)-3,4-dihydroisoquinoline-2(1H)-carboxylic acid tert-butyl ester